4-((3-hydroxyphenyl)sulfonyl)-2-(3-methyl-2-oxo-2,3-dihydro-1H-benzo[d]imidazol-5-yl)-1-phenyl-6-(pyridin-2-ylamino)-1,2-dihydro-3H-indazol-3-one OC=1C=C(C=CC1)S(=O)(=O)C1=C2C(N(N(C2=CC(=C1)NC1=NC=CC=C1)C1=CC=CC=C1)C1=CC2=C(NC(N2C)=O)C=C1)=O